N-(3-methylsulfonylphenyl)-5-(trifluoromethyl)-2-[[6-(trifluoromethyl)-3-pyridinyl]oxy]pyridine-3-carboxamide CS(=O)(=O)C=1C=C(C=CC1)NC(=O)C=1C(=NC=C(C1)C(F)(F)F)OC=1C=NC(=CC1)C(F)(F)F